2-(4-(9-phenyl-9H-carbazol-3-yl)phenyl)-1H-phenanthro[9,10-d]Imidazole C1(=CC=CC=C1)N1C2=CC=CC=C2C=2C=C(C=CC12)C1=CC=C(C=C1)C1=NC2=C(N1)C1=CC=CC=C1C=1C=CC=CC12